4-(2,2-dimethyl-3-vinyl-2H-chromen-7-yl)morpholine CC1(OC2=CC(=CC=C2C=C1C=C)N1CCOCC1)C